C(C)N1C2=C([C@H]([C@H](C1=O)NC(C1=CC(=CC=C1)C(F)(F)F)=O)C1=CC=C(C=C1)F)C(=NN2C2=CC=CC=C2)C(=O)O |o1:5,6| rel-(4R,5R)-7-ethyl-4-(4-fluorophenyl)-6-oxo-1-phenyl-5-(3-(trifluoromethyl)benzamido)-4,5,6,7-tetrahydro-1H-pyrazolo[3,4-b]pyridine-3-carboxylic acid